3-((2-Chlorophenyl)amino)-2-(2-hydroxyethyl)-3-(trifluoromethyl)-3,4-dihydroisoquinolin-1(2H)-one ClC1=C(C=CC=C1)NC1(N(C(C2=CC=CC=C2C1)=O)CCO)C(F)(F)F